bis-(1-methylethyl)-3-methyl-4-[(3-methylbenzoyl)-oxy]-2,5-thiophenedicarboxylate CC(C)OC(=O)C=1SC(=C(C1C)OC(C1=CC(=CC=C1)C)=O)C(=O)OC(C)C